1,2-Diundecanoyl-sn-glycero-3-phosphorylcholine C(CCCCCCCCCC)(=O)OC[C@@H](OC(CCCCCCCCCC)=O)COP(=O)(O)OCC[N+](C)(C)C